1-benzyl-3-(3-{5-[(R)-(1,3-dimethyl-azetidin-3-yl)-hydroxy-(4-isopropyl-phenyl)-methyl]-pyridin-3-yl}-[1,2,4]Oxadiazol-5-yl)-pyrrolidin-2-one C(C1=CC=CC=C1)N1C(C(CC1)C1=NC(=NO1)C=1C=NC=C(C1)[C@](C1=CC=C(C=C1)C(C)C)(O)C1(CN(C1)C)C)=O